FC=1C=C2C(=NC1)N(N=C2Cl)CC2=C(C=CC=C2)F 5-fluoro-1-(2-fluorobenzyl)-3-chloro-1H-pyrazolo[3,4-b]pyridine